(E)-2-(((2-(4,4-dimethylpentyl)-benzo[d]oxazol-6-yl)oxy)methyl)-3-fluoroprop-2-en-1-amine CC(CCCC=1OC2=C(N1)C=CC(=C2)OC\C(\CN)=C\F)(C)C